C12CCC(CC1)N2C2=CC=C(C=N2)C2=CC=CC=1N2N=CC1C(=O)N1CCCCC1 (7-(6-(7-azabicyclo[2.2.1]heptan-7-yl)pyridin-3-yl)pyrazolo[1,5-a]pyridin-3-yl)(piperidin-1-yl)methanone